ClC=1C=C(C=CC1Cl)C=1N=C(SC1SC(C)C)N1N=C(C(=C1C(=O)O)C1=CC=C(C=C1)OC)C 1-(4-(3,4-dichlorophenyl)-5-(isopropylthio)thiazol-2-yl)-4-(4-methoxyphenyl)-3-methyl-1H-pyrazole-5-carboxylic acid